IC=1C=C2C(CN(C(C2=CC1)=O)CC(=O)O)C(F)(F)F 2-(6-iodo-1-oxo-4-(trifluoromethyl)-3,4-dihydroisoquinolin-2(1H)-yl)acetic acid